(S)-2-{(R)-[(2R,3R,4R,5R)-5-(2,6-diamino-purin-9-yl)-4-fluoro-3-hydroxy-4-methyl-tetrahydro-furan-2-ylmethoxy]-phenoxy-phosphorylamino}-propionic acid methyl ester COC([C@H](C)N=P(=O)OC1=C(C=CC=C1)OC[C@H]1O[C@H]([C@]([C@@H]1O)(C)F)N1C2=NC(=NC(=C2N=C1)N)N)=O